C(#N)C=1C(NC=CC1)=O 3-cyanopyridin-2-one